N-phenyl-2,7-diphenylnaphthalen-1-amine C1(=CC=CC=C1)NC1=C(C=CC2=CC=C(C=C12)C1=CC=CC=C1)C1=CC=CC=C1